tert-butyl (tert-butoxycarbonyl)(6-fluoro-5-formyl-8-(2,2,3,3,8,8,9,9-octamethyl-4,7-dioxa-3,8-disiladecan-5-yl)isoquinolin-3-yl)carbamate C(C)(C)(C)OC(=O)N(C(OC(C)(C)C)=O)C=1N=CC2=C(C=C(C(=C2C1)C=O)F)C(O[Si](C(C)(C)C)(C)C)CO[Si](C(C)(C)C)(C)C